bromoquinoxaline C1=CC=C2C(=C1)N=CC(=N2)Br